Cl.CN1C(C=CC2=CC=CC=C12)=O 1-methyl-2(1H)-quinolinone monohydrochloride